C(#N)C=1C=C(C=CC1F)NC(=O)N1CC=2C(=NN3C2C(CC[C@](C3)(O)COCC(F)F)(F)F)CC1 |o1:22| (R*)-N-(3-Cyano-4-fluorophenyl)-8-((2,2-difluoroethoxy)methyl)-11,11-difluoro-8-hydroxy-3,4,8,9,10,11-hexahydro-1H-pyrido[4',3':3,4]pyrazolo[1,5-a]azepine-2(7H)-carboxamide